The molecule is an azamacrocyle in which four nitrogen atoms at positions 1, 4, 7 and 10 of a twelve-membered ring are each substituted with a carboxymethyl group. It has a role as a chelator. It derives from a hydride of a 1,4,7,10-tetraazacyclododecane. C1CN(CCN(CCN(CCN1CC(=O)O)CC(=O)O)CC(=O)O)CC(=O)O